C(C1=CC=CC=C1)OC1CC(C1)C#N 3-(Benzyloxy)cyclobutane-1-carbonitrile